1-[2-(3,6-dihydro-2H-pyran-4-yl)-6-phenyl-pyrimidin-4-yl]N4,N4-dimethyl-Benzene-1,4-diamine O1CCC(=CC1)C1=NC(=CC(=N1)C1(CC=C(C=C1)N(C)C)N)C1=CC=CC=C1